NC1=CC(=NC(=C1)C(F)(F)F)C=O 4-amino-6-(trifluoromethyl)pyridinecarboxaldehyde